C1(=CC=CC=C1)[C@@H]1[C@H](C1)NC(=O)[C@H]1CN(CC[C@@H]1NC(=O)C1=NOC(=C1)C1=C(C=C(C=C1)F)F)C1CCCCC1 (3S,4S)-1-cyclohexyl-4-{[5-(2,4-difluoro-phenyl)-isoxazole-3-carbonyl]-amino}-piperidine-3-carboxylic acid ((1S,2R)-2-phenyl-cyclopropyl)-amide